1-(7-(3,4-dichlorophenyl)-6,7-dihydro-4H-thieno[3,2-c]pyran-4-yl)-methylamine ClC=1C=C(C=CC1Cl)C1C2=C(C(OC1)CN)C=CS2